(3R)-1-(6-chloro-7-(8-ethyl-7-fluoro-3-(methoxymethoxy)naphthalene-1-yl)-8-fluoro-2-(((S,E)-4-(fluoromethylene)-1,3-dimethylpiperidin-3-yl)methoxy)quinazolin-4-yl)-3-methylpiperidine ClC=1C=C2C(=NC(=NC2=C(C1C1=CC(=CC2=CC=C(C(=C12)CC)F)OCOC)F)OC[C@@]/1(CN(CC\C1=C/F)C)C)N1C[C@@H](CCC1)C